1,3-dicyclopropyl-1,3-dimethyl-1,3-disilacyclobutane C1(CC1)[Si]1(C[Si](C1)(C)C1CC1)C